2-chloro-N-(3-methyltetrahydrofuran-3-yl)-5-[(2S)-2-(trifluoromethylsulfonylamino)propoxy]pyridine-3-carboxamide potassium chloride [Cl-].[K+].ClC1=NC=C(C=C1C(=O)NC1(COCC1)C)OC[C@H](C)NS(=O)(=O)C(F)(F)F